COC=1C=C(C=CC1OC)C1=CC=2C=NC(=CC2N1C)C1CCN(CC1)CC=1C=NC(=CC1)C(F)(F)F 2-(3,4-dimethoxyphenyl)-1-methyl-6-(1-((6-(trifluoromethyl)pyridin-3-yl)methyl)piperidin-4-yl)-1H-pyrrolo[3,2-c]pyridine